1-(2-(4-fluorophenyl)-3-(pyrimidin-4-yl)-4,5,6,7-tetrahydropyrazolo[1,5-a]pyrazin-5-yl)ethan-1-one FC1=CC=C(C=C1)C1=NN2C(CN(CC2)C(C)=O)=C1C1=NC=NC=C1